1-(6-methoxy-pyridin-3-yl)-N-methylmethan-amine COC1=CC=C(C=N1)CNC